C(C=C)[Si](OC(C)C)(OC(C)C)CC=C di-2-propenyldiisopropoxysilane